((2S,3R,4R)-4-(3,4-dimethoxybenzyl)-2-(3,4,5-trimethoxyphenyl)tetrahydrofuran-3-yl)methanol COC=1C=C(C[C@@H]2[C@@H]([C@H](OC2)C2=CC(=C(C(=C2)OC)OC)OC)CO)C=CC1OC